5-(1-(1-methylpiperidin-4-yl)-6-tosyl-1,6-dihydroimidazo[4,5-d]pyrrolo[2,3-b]pyridin-2-yl)furan-2-carbaldehyde CN1CCC(CC1)N1C(=NC=2C1=C1C(=NC2)N(C=C1)S(=O)(=O)C1=CC=C(C)C=C1)C1=CC=C(O1)C=O